(R)-N-(1-((2,2-difluorocyclopropyl)methyl)-1H-pyrazolo[3,4-b]pyridin-6-yl)-4-((2-hydroxyethyl)sulfonamido)-2-(6-azaspiro[2.5]octan-6-yl)benzamide FC1([C@H](C1)CN1N=CC=2C1=NC(=CC2)NC(C2=C(C=C(C=C2)NS(=O)(=O)CCO)N2CCC1(CC1)CC2)=O)F